C(C)(C)(C)C1N(CCC12C(C1=C(C=NO1)C2)(C)C)C(=O)OCC(C=C)OC=2C=1C=CN=CC1C=CC2 2-(isoquinoline-5-oxy)but-3-en-1-ol tert-butyl-6,6-dimethyl-4,6-dihydrospiro[cyclopenta[d]isoxazole-5,3'-pyrrolidine]-1'-carboxylate